C1(=CC=CC=C1)C=1SC2=C(C(N1)=O)C=CC=C2 2-Phenyl-4H-1,3-benzothiazin-4-one